ethyl 2-sulfanyl-1,3-thiazole-4-carboxylate SC=1SC=C(N1)C(=O)OCC